6-(6-((5-cyclopropyl-3-(2,6-dichlorophenyl)isoxazol-4-yl)methoxy)-3-azabicyclo[3.1.1]heptan-3-yl)-4-fluoro-1-methyl-1H-indole-3-carboxylic acid C1(CC1)C1=C(C(=NO1)C1=C(C=CC=C1Cl)Cl)COC1C2CN(CC1C2)C2=CC(=C1C(=CN(C1=C2)C)C(=O)O)F